5-hydroxy-N-(4-methylphenyl)-5-phenyl-octahydrocyclopenta[c]pyrrole-2-carboxamide OC1(CC2C(CN(C2)C(=O)NC2=CC=C(C=C2)C)C1)C1=CC=CC=C1